C(C)(C)C=1C(=NN(C1C=1C=C(C=2N(C1)N=CN2)C)COCC[Si](C)(C)C)C2=CC=C(C=C2)C=2CCN(CC2)C(=O)OC(C)(C)C tert-butyl 4-(4-(4-isopropyl-5-(8-methyl-[1,2,4]triazolo[1,5-a]pyridin-6-yl)-1-((2-(trimethylsilyl)ethoxy)methyl)-1H-pyrazol-3-yl)phenyl)-3,6-dihydropyridine-1(2H)-carboxylate